ClC1=CC=CN2C=C(C=C12)C(=O)N(C)[C@H]1C=2C3=C(C(NC2CNC1)=O)C=C(C(=C3)F)F (S)-8-chloro-N-(8,9-difluoro-6-oxo-1,2,3,4,5,6-hexahydrobenzo[c][1,7]naphthyridin-1-yl)-N-methylindolizine-2-carboxamide